BrCC1=C(CC(CC1)(C)C)C1=CC=C(C=C1)Cl 1-(2-(bromomethyl)-5,5-dimethylcyclohex-1-enyl)-4-chlorobenzene